3-((4-(3-fluoro-5-isobutyl-2-(2H-tetrazol-5-yl)phenyl)-1,2,3,6-tetrahydropyridin-1-yl)methyl)pyridazine FC=1C(=C(C=C(C1)CC(C)C)C=1CCN(CC1)CC=1N=NC=CC1)C=1N=NNN1